2-(2-butyl-4-chloro-5-formyl-1H-imidazol-1-yl)acetonitrile C(CCC)C=1N(C(=C(N1)Cl)C=O)CC#N